tert-butyl N-[(2R)-1-[(6-bromocinnolin-4-yl)oxy]propan-2-yl]carbamate BrC=1C=C2C(=CN=NC2=CC1)OC[C@@H](C)NC(OC(C)(C)C)=O